ClC=1C=C(C=CC1C(=O)N1CCN(CC1)C(=O)C1CCNCC1)NC(=O)C=1N(C(=CN1)C1=C(C(=C(C=C1)OC(F)F)F)F)C N-[3-chloro-4-[4-(piperidine-4-carbonyl)piperazine-1-carbonyl]phenyl]-5-[4-(difluoromethoxy)-2,3-difluoro-phenyl]-1-methyl-imidazole-2-carboxamide